tri-tert-butyl diazepane-1,2,5-tricarboxylate N1(N(CCC(CC1)C(=O)OC(C)(C)C)C(=O)OC(C)(C)C)C(=O)OC(C)(C)C